FC(C(C(=O)N1CCOC2=C(C1)C=C(C=C2)F)(C)C)F 3,3-difluoro-1-(7-fluoro-2,3,4,5-tetrahydro-1,4-benzoxazepin-4-yl)-2,2-dimethylpropan-1-one